C[N+]1=CCCC1 The molecule is an organic cation that is 1-pyrroline bearing an N-methyl substituent. It has a role as a human metabolite and a mouse metabolite. It derives from a hydride of a 1-pyrrolinium.